(2-fluoroethyl)(2,2,3,3-tetrafluoro-n-propyl)ether FCCOCC(C(F)F)(F)F